P(O)(O)=O.ClCC(=O)NC1=CC=C(C=C1)OC1=CC=C(C=C1)C(F)(F)F 2-chloro-N-(4-(4-(trifluoromethyl)phenoxy)phenyl)acetamide phosphonate